NC(CNC(C[C@H]1C[C@]2(CCC1)OC1(OO2)C2CC3CC(CC1C3)C2)=O)=O N-(2-Amino-2-oxoethyl)-2-((R,R)-dispiro[adamantane-2,3'-[1,2,4]trioxolane-5',1''-cyclohexan]-3''-yl)acetamide